ClC1=C(C=C(OCC(=O)NC23C[C@@H](C(CC2)(CC3)NC(COC3=CC=C(C=C3)F)=O)O)C=C1)F 2-(4-chloro-3-fluorophenoxy)-N-{(3S)-4-[2-(4-fluorophenoxy)acetylamino]-3-hydroxybicyclo[2.2.2]octan-1-yl}acetamide